C(C)OC(=O)C1=NN2C(N=C(C=C2N2CCOCC2)N2N=C(C=C2)C=2C=C(C=CC2)C)=C1 7-morpholino-5-(3-(m-tolyl)-1H-pyrazol-1-yl)pyrazolo[1,5-a]pyrimidine-2-carboxylic acid ethyl ester